3-(acrylamido)propyltrimethyl-ammonium chloride [Cl-].C(C=C)(=O)NCCC[N+](C)(C)C